(R)-N-(5-(5-(methoxymethyl)-1,2,4-oxadiazol-3-yl)-2,3-dihydro-1H-inden-1-yl)-1-methyl-1H-pyrazole-4-carboxamide COCC1=NC(=NO1)C=1C=C2CC[C@H](C2=CC1)NC(=O)C=1C=NN(C1)C